2-((2S,5R)-2-((1,1-difluoropropoxy)methyl)-5-(4-(trifluoromethyl)phenyl)piperidin-1-yl)pyrimidine-5-carboxylic acid FC(CC)(OC[C@H]1N(C[C@H](CC1)C1=CC=C(C=C1)C(F)(F)F)C1=NC=C(C=N1)C(=O)O)F